CC(N)(C1=NC=C(C=C1)OC1=C(C=NC=C1)[N+](=O)[O-])C dimethyl-1-(5-((3-nitropyridin-4-yl)oxy)pyridin-2-yl)methanamine